ClC1=CC=CC(=C1)OC 2-chloro-4-methoxybenzene